ClC1=CC=C2C(=NC(N(C2=C1)C1=CC=NN1)=O)NC 7-Chloro-4-(methylamino)-1-(1H-pyrazol-5-yl)quinazolin-2(1H)-one